ClC1=CC=C(C=C1)C1=C(C=CC=C1)C1=NC=CC=C1 2-(4'-Chloro-[1,1'-biphenyl]-2-yl)pyridine